2-(2,4-Difluorophenyl)-1-(methyl-(4-(pyrimidin-2-ylethynyl)benzyl)amino)-3-(1H-1,2,4-triazol-1-yl)propan-2-ol FC1=C(C=CC(=C1)F)C(CN(CC1=CC=C(C=C1)C#CC1=NC=CC=N1)C)(CN1N=CN=C1)O